2,4-dioxo-1-((tetrahydro-2H-pyran-4-yl)methyl)-3-(p-tolyl)-1,2,3,4-tetrahydropyrimidine-5-carboxylic acid O=C1N(C=C(C(N1C1=CC=C(C=C1)C)=O)C(=O)O)CC1CCOCC1